benzyl 4-(dimethylalanyl)piperazine-1-carboxylate CN([C@@H](C)C(=O)N1CCN(CC1)C(=O)OCC1=CC=CC=C1)C